N-(benzo[d][1,3]dioxolan-5-yl)-5-isopropyl-4-phenyl-[2,4'-bithiazole]-2'-amine O1COC2=C1C=CC(=C2)NC=2SC=C(N2)C=2SC(=C(N2)C2=CC=CC=C2)C(C)C